N-((2-methoxyphenyl)sulfonyl)-5-(pyridin-2-yl)quinoline-2-carboxamide COC1=C(C=CC=C1)S(=O)(=O)NC(=O)C1=NC2=CC=CC(=C2C=C1)C1=NC=CC=C1